O=C1N(CC2=CC(=CC=C12)O[C@@H]1[C@H](CCCC1)N1CC(CC1)C1=CC=CC=C1)C1C(NC(CC1)=O)=O 3-(1-oxo-5-(((1S,2S)-2-(3-phenylpyrrolidin-1-yl)cyclohexyl)oxy)isoindolin-2-yl)piperidine-2,6-dione